[2-(Dimethylamino)-2-oxo-ethoxy]carbonyloxymethyl (1aR,7bS)-5-fluoro-2-hydroxy-1a,7b-dihydro-1H-cyclopropa[c][1,2]benzoxaborinine-4-carboxylate FC1=C(C2=C([C@@H]3[C@H](B(O2)O)C3)C=C1)C(=O)OCOC(=O)OCC(=O)N(C)C